[Zn].[Re] rhenium-zinc